4-(1H-indazol-6-ylamino)-2-(tetrahydro-2H-pyran-4-ylamino)pyrimidine-5-carboxamide N1N=CC2=CC=C(C=C12)NC1=NC(=NC=C1C(=O)N)NC1CCOCC1